C[N+](CCCCCCCCCCCC)(C)C N,N,N-trimethyl-1-dodecanaminium